ClC1=C(C=CC=C1)C(C=1C=CC(=C(C1)CCO)N1C[C@H](CC1)NC1=NC=C(C=C1)F)O 2-(5-((2-chlorophenyl)(hydroxy)methyl)-2-((S)-3-(5-fluoropyridin-2-ylamino)pyrrolidin-1-yl)phenyl)ethanol